((2-methyl-5-(pyridin-3-yl)-1H-indol-7-yl)amino)azetidine-1-carboxylic acid tert-butyl ester C(C)(C)(C)OC(=O)N1C(CC1)NC=1C=C(C=C2C=C(NC12)C)C=1C=NC=CC1